O=C1NC(CCC1N1CC2=CC=CC(=C2C1=O)N1CCN(CC1)CC1CCN(CC1)C(=O)OC(C)(C)C)=O tert-butyl 4-((4-(2-(2,6-dioxopiperidin-3-yl)-3-oxoisoindolin-4-yl)piperazin-1-yl)methyl)piperidine-1-carboxylate